CC1(C2=C(NC=3N=CC(=C(C13)C#N)C=C)CC(CC2=O)(C)C)C2=C(C=CC=C2)C 5,8,8-trimethyl-5-(o-tolyl)-6-oxo-3-vinyl-9,10-dihydro-7H-benzo[b][1,8]naphthyridine-4-carbonitrile